F[C@@]1(CN(CC[C@@H]1OC)C1=NC=CC(=N1)NC=1N=CC2=C(C=CC(=C2C1)C(C)C)N1[C@@H]([C@H](C1)S(=O)(=O)C)C)C N-(2-((3R,4S)-3-Fluoro-4-methoxy-3-methylpiperidin-1-yl)pyrimidin-4-yl)-5-isopropyl-8-((2R,3S)-2-methyl-3-(methylsulfonyl)azetidin-1-yl)isoquinolin-3-amine